O=C1NC(CCC1N1C(C2=CC=C(C=C2C1=O)N1CCN(CC1)CCCCN1[C@H](CN(CC1)C(=O)OC(C)(C)C)C)=O)=O tert-butyl (3S)-4-[4-[4-[2-(2,6-dioxo-3-piperidyl)-1,3-dioxo-isoindolin-5-yl]piperazin-1-yl]butyl]-3-methyl-piperazine-1-carboxylate